C(C)OC(=O)[C@H]1[C@@H](C=C(C(=C1)C)C)C(=O)OCC trans-diethyl-4,5-dimethylcyclohexa-3,5-diene-1,2-dicarboxylate